ClC1=NC=CC(=N1)N1CC(CCC1)C(=O)[O-] 1-(2-chloropyrimidin-4-yl)piperidine-3-carboxylate